N-(6-(4-ethynyl-2-hydroxyphenyl)-5-methylpyridazin-3-yl)-2-(cyclopropylmethylamino)acetamide C(#C)C1=CC(=C(C=C1)C1=C(C=C(N=N1)NC(CNCC1CC1)=O)C)O